(R)-4-benzyl-2-oxoimidazoline-1-carboxamide C(C1=CC=CC=C1)[C@H]1NC(N(C1)C(=O)N)=O